pyrrolidinylazepine N1(CCCC1)C=1NC=CC=CC1